BrC=1C=C(N(C1C)C(F)F)C#N 4-bromo-1-(difluoromethyl)-5-methyl-pyrrole-2-carbonitrile